2-[2-cyclopropyl-4-(trifluoromethoxy)-3-pyridinyl]-7-methyl-9-[[4-[1-methyl-4-(trifluoromethyl)imidazol-2-yl]phenyl]methyl]purin-8-imine C1(CC1)C1=NC=CC(=C1C1=NC=C2N(C(N(C2=N1)CC1=CC=C(C=C1)C=1N(C=C(N1)C(F)(F)F)C)=N)C)OC(F)(F)F